N-phenyl-N-((5-(5-(trifluoromethyl)-1,3,4-oxadiazol-2-yl)pyridin-2-yl)methyl)methanesulfonamide C1(=CC=CC=C1)N(S(=O)(=O)C)CC1=NC=C(C=C1)C=1OC(=NN1)C(F)(F)F